NC=1N=NC(=C(N1)N)C1=C(C=CC=C1)OC(F)F 3,5-diamino-6-(2-difluoromethoxyphenyl)-1,2,4-triazine